((S)-2-(2-fluorophenyl)pyrrolidin-1-yl)-N-((R,E)-4-(methylsulfonyl)but-3-en-2-yl)benzamide FC1=C(C=CC=C1)[C@H]1N(CCC1)C1=C(C(=O)N[C@H](C)\C=C\S(=O)(=O)C)C=CC=C1